4-(tri-n-butylsilyl)phenylphosphine chloride [Cl-].C(CCC)[Si](C1=CC=C(C=C1)P)(CCCC)CCCC